6-(methylsulfanyl)-1-(4-fluorophenyl)-2-oxo-1,2-dihydropyridine-3-carboxylic acid CSC1=CC=C(C(N1C1=CC=C(C=C1)F)=O)C(=O)O